C(#N)[C@H]1N(CSC1)C(CNC(=O)C1=CC=NC2=CC=C(C=C12)N1CCOCC1)=O |r| racemic-N-(2-(4-cyanothiazolidin-3-yl)-2-oxoethyl)-6-morpholinoquinoline-4-carboxamide